CN1N=NC(=C1)C(=O)NCC=1SC(=NN1)C1=CN=CS1 1-methyl-N-((5-(thiazol-5-yl)-1,3,4-thiadiazol-2-yl)methyl)-1H-1,2,3-triazole-4-carboxamide